{1,4,7-triazonane-1,4-diylbis[methylene(2-hydroxy-5-methyl-3,1-phenylene)methyleneazanediylmethylene]}bis(phosphonic acid) N1(CCN(CCNCC1)CC=1C(=C(C=C(C1)C)CNCP(O)(O)=O)O)CC=1C(=C(C=C(C1)C)CNCP(O)(O)=O)O